C(C1=CC=CC=C1)=NC1=CC=C(C=C1)C1=CC=C(N=CC2=CC=CC=C2)C=C1 N,N'-dibenzylidenebenzidine